4-methoxy-pyrrolidine-1-carboxylic acid COC1CCN(C1)C(=O)O